BrC1=C(C=CC=C1)C=1NC(C2=CC=CC=C2C1)=O 3-(2-bromophenyl)-2H-isoquinolin-1-one